N-(2-(6-methoxy-3,4-dihydroisoquinolin-2(1H)-yl)phenyl)acetamide tert-butyl-3-(5-amino-6-methoxypyridin-2-yl)-2,5-dihydropyrrole-1-carboxylate C(C)(C)(C)OC(=O)N1CC(=CC1)C1=NC(=C(C=C1)N)OC.COC=1C=C2CCN(CC2=CC1)C1=C(C=CC=C1)NC(C)=O